CN1C2(CCC2)CN(C1=O)C1CN(CCC1)C=1N=NC(=C(N1)NC1=CC=C(C=C1)C1CCNCC1)C(=O)N (3-(5-methyl-6-oxo-5,7-diazaspiro[3.4]octane-7-yl)piperidin-1-yl)-5-((4-(piperidin-4-yl)phenyl)amino)-1,2,4-triazine-6-carboxamide